CSC1=NN(C=C1[N+](=O)[O-])C1CCC(CC1)C(=O)OC (1R,4R)-methyl 4-(3-(methylthio)-4-nitro-1H-pyrazol-1-yl)cyclohexanecarboxylate